p-nitrobenzyl methanesulfonate CS(=O)(=O)OCC1=CC=C(C=C1)[N+](=O)[O-]